NC1=NN2C(C=C(C=C2)C=2C=NC(=C(C(=O)[O-])C2)C([2H])([2H])[2H])=N1.[Li+] lithium 5-(2-amino-[1,2,4]triazolo[1,5-a]pyridin-7-yl)-2-trideuteromethylnicotinate